n-butylamine nickel dibutyl-dithiocarbamate C(CCC)N(C([S-])=S)CCCC.[Ni+2].C(CCC)N.C(CCC)N(C([S-])=S)CCCC